2-(3-bromo-2-cyanophenyl)acetic acid ethyl ester C(C)OC(CC1=C(C(=CC=C1)Br)C#N)=O